OCCC1=CC=CC2=C1N(C(=N2)CNC(OCC2=CC=CC=C2)=O)COCC[Si](C)(C)C benzyl {[7-(2-hydroxyethyl)-1-{[2-(trimethylsilyl)ethoxy]methyl}-1H-benzimidazol-2-yl]methyl}carbamate